N-(5-(4-ethylpiperazin-1-yl)pyridin-2-yl)-9-isobutylisoxazolo[5,4-H]quinazolin-2-amine C(C)N1CCN(CC1)C=1C=CC(=NC1)NC1=NC2=C3C(=CC=C2C=N1)ON=C3CC(C)C